C(C1=CC=CC=C1)OC(N[C@@H](C(=O)NN(C([C@H](F)Cl)=O)CCC(=O)N)CC1CCCCC1)=O ((R)-1-(2-(3-amino-3-oxo-propyl)-2-((R)-2-chloro-2-fluoroacetyl)hydrazino)-3-cyclohexyl-1-oxo-propan-2-yl)carbamic acid benzyl ester